Vanadium (IV)-oxid [O-2].[V+4].[O-2]